FC(C1=CC(=NN1)C(=O)OC)F methyl 5-(difluoromethyl)-1H-pyrazole-3-carboxylate